P(=O)(OCC1=CC=CC=C1)(OCC1=CC=CC=C1)OC1=C2C(=C3[C@@H](CNC3=C1)CCl)C(=CS2)C dibenzyl (8S)-8-(chloromethyl)-1-methyl-7,8-dihydro-6H-thieno[3,2-e]indol-4-yl phosphate